BrC1=CC=C(C(=N1)CN(CC)C)N1CCOCC1 N-((6-bromo-3-morpholinopyridin-2-yl)methyl)-N-methylethanamine